5-(4-chlorobenzyl)-3-(3-hydroxypropyl)-1-methyl-6-(4-phenylcyclohexyl)-1,5-dihydro-2H-pyrrolo[3,2-d]pyrimidine-2,4(3H)-dione ClC1=CC=C(CN2C(=CC=3N(C(N(C(C32)=O)CCCO)=O)C)C3CCC(CC3)C3=CC=CC=C3)C=C1